4-chloro-2-ethoxy-1H-benzo[d]Imidazole ClC1=CC=CC=2NC(=NC21)OCC